[Si](C)(C)(C(C)(C)C)O[C@H]1C[C@H](CCC1)O Cis-3-((tert-butyldimethylsilyl)oxy)cyclohexane-1-ol